2-(2-[3-[3-Methyl-1-(1-methyl-2,6-dioxopiperidin-3-yl)-2-oxo-2,3-dihydro-1H-1,3-benzodiazol-5-yl]propoxy]ethoxy)acetaldehyde CN1C(N(C2=C1C=C(C=C2)CCCOCCOCC=O)C2C(N(C(CC2)=O)C)=O)=O